CN(C(OC(C)(C)C)=O)CCCNC1=C2C=NN(C2=CC(=C1)N1C=NN=C1)C1OCCCC1 tert-Butyl methyl(3-((1-(tetrahydro-2H-pyran-2-yl)-6-(4H-1,2,4-triazol-4-yl)-1H-indazol-4-yl)amino)propyl)carbamate